2-(2-((5-ethoxy-1H-benzo[d]imidazol-2-yl)thio)acetylamino)benzoic acid methyl ester COC(C1=C(C=CC=C1)NC(CSC1=NC2=C(N1)C=CC(=C2)OCC)=O)=O